[Pb](O)(O)(O)O lead(IV) hydroxide